C(C)N(CC)CC=1C=CC(=NC1)/C=C/C1=NNC2=CC(=CC=C12)SC1=C(C(=O)NC)C=C(C=C1)F 2-({3-[(E)-2-{5-[(diethylamino)methyl]pyridin-2-yl}vinyl]-1H-indazole-6-yl}Thio)-5-fluoro-N-methylbenzamide